N=1C=NN2C1C=C(C=C2)C=2C=CC(=C(C2)NC2=NC=NC1=CC(=C(C=C21)OC2CN(C2)C(C=C)=O)OC)OC 1-(3-((4-((5-([1,2,4]triazolo[1,5-a]pyridin-7-yl)-2-methoxyphenyl)amino)-7-methoxyquinazolin-6-yl)oxy)azetidin-1-yl)prop-2-en-1-one